NC1(CC1)CNC(OC(C)(C)C)=O tert-butyl ((1-aminocyclopropyl)methyl)carbamate